(R)-(1'-(3-acetyl-6-amino-5-bromopyrazine-2-yl)-3H-spiro[benzofuran-2,4'-piperidine]) C(C)(=O)C=1C(=NC(=C(N1)Br)N)N1CCC2(CC1)OC1=C(C2)C=CC=C1